3-Amino-7-chloro-1-(2-hydroxypyridin-3-yl)quinoxaline-2(1H)-on NC=1C(N(C2=CC(=CC=C2N1)Cl)C=1C(=NC=CC1)O)=O